CC1=NC=CC=C1NC(=O)[C@@H]1CC12CCN(CC2)C(=O)OC(C(F)(F)F)C(F)(F)F |r| 1,1,1,3,3,3-hexafluoropropan-2-yl (±)-1-((2-methylpyridin-3-yl)carbamoyl)-6-azaspiro[2.5]octane-6-carboxylate